6-[5-[1-[[6,8-bis(trifluoromethyl)quinazolin-4-yl]-ethyl-amino]ethyl]-1,2,4-triazol-1-yl]pyridine-3-carbonitrile FC(C=1C=C2C(=NC=NC2=C(C1)C(F)(F)F)N(C(C)C1=NC=NN1C1=CC=C(C=N1)C#N)CC)(F)F